5-chloro-N-(5-chloro-6-(2H-1,2,3-triazol-2-yl)pyridin-3-yl)-2,4'-difluoro-2'-(2-methoxyethoxy)-[1,1'-biphenyl]-4-carboxamide ClC=1C(=CC(=C(C1)C1=C(C=C(C=C1)F)OCCOC)F)C(=O)NC=1C=NC(=C(C1)Cl)N1N=CC=N1